2,2-bis(4-hydroxyethylphenyl)propane OCCC1=CC=C(C=C1)C(C)(C)C1=CC=C(C=C1)CCO